N-(3-bromo-2-chloro-phenyl)-2-(difluoromethyl)-7-vinyl-pyrido[3,2-d]pyrimidin-4-amine BrC=1C(=C(C=CC1)NC=1C2=C(N=C(N1)C(F)F)C=C(C=N2)C=C)Cl